BrC=1C=C(C(=O)OC)C=C(C1F)F Methyl 3-bromo-4,5-difluorobenzoate